(S)-N-(4-((3-((2,3-dihydroxypropyl)-amino)-1H-pyrazolo-[3,4-b]pyridin-4-yl)-oxy)-3-fluorophenyl)-2-(4-fluorophenyl)-3-oxo-2,3-dihydro-pyridazine-4-carboxamide O[C@@H](CNC1=NNC2=NC=CC(=C21)OC2=C(C=C(C=C2)NC(=O)C=2C(N(N=CC2)C2=CC=C(C=C2)F)=O)F)CO